N[C@H](C)C=1C=C(C=CC1)C(CC1CN(C1)C(=O)OC(C)(C)C)(F)F tert-butyl (R)-3-(2-(3-(1-aminoethyl)phenyl)-2,2-difluoroethyl)azetidine-1-carboxylate